OC=1C=C2C(=CNC2=CC1)CC 5-Hydroxy-3-ethyl-1H-indole